2-(10-dodecyl-3-ethyl-8,15-dioxo-7,9,14-trioxa-3-azanonadecan-19-yl)propane-1,3-diyldioctanoate C(CCCCCCCCCCC)C(OC(OCCCN(CC)CC)=O)CCCOC(CCCCC(CCCCCCCCC(=O)[O-])CCCCCCCCC(=O)[O-])=O